pyrrolo[2,3-c]pyridine-1-carboxamide N1(C=CC=2C1=CN=CC2)C(=O)N